C(C)(C)(C)C=1C=CC2=C(N=C(O2)C=2SC(=CC2)C=2OC3=C(N2)C=C(C=C3)C(C)(C)C)C1 2,5-Bis(5-tert-butylbenzoxazol-2-yl)thiophene